1-(ethylsulfonyl)azetidin-3-one C(C)S(=O)(=O)N1CC(C1)=O